C(C)(C)(C)OC(=O)NC=1C(=C(C=C2C=C(N=CC12)NC(=O)OC1CC(C1)(O)CC)C1=C(C2=C(OCCN2C(=O)OC(C)(C)C)N=C1)C)F tert-Butyl 7-(8-((tert-butoxycarbonyl)amino)-3-(((3-ethyl-3-hydroxycyclobutoxy)carbonyl)amino)-7-fluoroisoquinolin-6-yl)-8-methyl-2,3-dihydro-1H-pyrido[2,3-b][1,4]oxazine-1-carboxylate